P(=O)(O)(O)OC[C@@H]1[C@H]([C@H]([C@@H](O1)N1C=NC=2C(=O)NC(N)=NC12)O)O.C(=C)C[SiH](O[Si](C)(C)C)O[Si](C)(C)C vinylmethyldi(trimethylsiloxy)silane guanosine-5'-monophosphate